NCCCN(CCCN(C)C)CCCN(C)C (3-aminopropyl)bis[3-(dimethylamino)propyl]amine